N-[[6-(p-Tolylmethylamino)-2-pyridyl]sulfonyl]-2-(2,2,4-trimethylpyrrolidin-1-yl)pyridin-3-carboxamid C1(=CC=C(C=C1)CNC1=CC=CC(=N1)S(=O)(=O)NC(=O)C=1C(=NC=CC1)N1C(CC(C1)C)(C)C)C